CC1=NC(=CC=C1)C2=C(N=C(N2)C(C)(C)C)C3=CC4=C(C=C3)OCO4 The molecule is a member of the class of imidazoles carrying tert-butyl, 1,3-benzodioxol-5-yl and 6-methylpyridin-2-yl substituents at positions 2, 4 and 5 respectively. It has a role as a TGFbeta receptor antagonist. It is a member of imidazoles, a benzodioxole and a member of methylpyridines.